O=C1N(C(=NC2=NC=CN=C12)SCC(=O)NC=1SC=C(N1)C1=CC=CC=C1)CCC1=CC=CC=C1 2-((4-Oxo-3-phenethyl-3,4-dihydropteridin-2-yl)thio)-N-(4-phenylthiazol-2-yl)acetamide